C(OC)(OC1=CC=C(C=C1)[N+](=O)[O-])=O methyl 4-nitrophenyl carbonate